5-[(1S,2S)-2-[(2,2-difluoro-2H-1,3-benzodioxol-5-yl)carbonyl]cyclopropyl]-2H-1,2,3,4-tetrazole FC1(OC2=C(O1)C=CC(=C2)C(=O)[C@@H]2[C@H](C2)C=2N=NNN2)F